COC(C[SiH2]CCCCNCCCC[SiH2]CC(OC)OC)OC bis[4-dimethoxyethylsilylbutyl]amine